1-(((R)-7-((2S,4R)-4-(ethylamino)-2-phenylpiperidine-1-carbonyl)-7-azaspiro[4.5]dec-10-yl)methyl)-4-phenylpyridin-2(1H)-one C(C)N[C@H]1C[C@H](N(CC1)C(=O)N1CC2(CCCC2)[C@@H](CC1)CN1C(C=C(C=C1)C1=CC=CC=C1)=O)C1=CC=CC=C1